CC=1N=CN(C1C)C1=NC=C(C=N1)C=O 2-(4,5-dimethyl-1H-imidazol-1-yl)pyrimidine-5-carbaldehyde